OCC1=CC(=NC=N1)C1=CN=C2N1N=C(C=C2)N[C@@H](C)C2=C(C=CC(=C2)F)O (S)-3-(6-hydroxymethylpyrimidin-4-yl)-N-(1-(5-fluoro-2-hydroxyphenyl)ethyl)imidazo[1,2-b]pyridazin-6-amine